1-[4-chloro-2-(hydroxymethyl)phenyl]cyclobutan-1-ol ClC1=CC(=C(C=C1)C1(CCC1)O)CO